(2S,4S)-4-Amino-pyrrolidine-2-acetic acid N[C@H]1C[C@H](NC1)CC(=O)O